ClC=1C(=NC(=NC1)NC1CCOCC1)C1=CC=C2CN(C(C2=C1)=O)CC(=O)NC1(CCC1)C 2-(6-{5-chloro-2-[(oxan-4-yl)amino]pyrimidin-4-yl}-1-oxo-2,3-dihydro-1H-isoindol-2-yl)-N-(1-methylcyclobutyl)-acetamide